2-((1S,2S)-1-(2-cyano-5-fluorophenyl)-1-(5-methylpyrazin-2-yl)propan-2-yl)-5-hydroxy-N-(isoxazol-4-yl)-1-methyl-6-oxo-1,6-dihydropyrimidine-4-carboxamide C(#N)C1=C(C=C(C=C1)F)[C@H]([C@H](C)C=1N(C(C(=C(N1)C(=O)NC=1C=NOC1)O)=O)C)C1=NC=C(N=C1)C